C(C1=CC=CC=C1)N1CCN(CC1)C1=C(C(N(C2=CC=CN=C12)CCC=C(F)F)=O)[N+](=O)[O-] 4-(4-Benzylpiperazin-1-yl)-1-(4,4-difluorobut-3-en-1-yl)-3-nitro-1,5-naphthyridin-2(1H)-one